FC(C(C(F)(F)F)OC(=O)N1CCC2(C[C@H]2C(NC=2C=NC=NC2)=O)CC1)(F)F.NCCNCCC[Si](OCC)(OCC)OCC N-(2-amino-ethyl)-3-aminopropyl-triethoxysilane 1,1,1,3,3,3-hexafluoropropan-2-yl-(R)-1-(pyrimidin-5-ylcarbamoyl)-6-azaspiro[2.5]octane-6-carboxylate